NCCN(CCC(=O)NCCCCCCCC\C=C/CCCCCCCC)CCC(=O)NCCCCCCCC\C=C/CCCCCCCC 3,3'-((2-aminoethyl)azanediyl)bis(N-((Z)-octadec-9-en-1-yl)propanamide)